ethynyl-benzofuran C(#C)C=1OC2=C(C1)C=CC=C2